N-[(6-Amino-2-pyridyl)sulfonyl]-6-tert-butyl-5-[1-(2-phenylacetyl)-3,6-dihydro-2H-pyridin-4-yl]-2-[(4S)-2,2,4-trimethylpyrrolidin-1-yl]pyridin-3-carboxamid NC1=CC=CC(=N1)S(=O)(=O)NC(=O)C=1C(=NC(=C(C1)C=1CCN(CC1)C(CC1=CC=CC=C1)=O)C(C)(C)C)N1C(C[C@@H](C1)C)(C)C